N-cyclopropyl-5-((2R)-2-(2-((2,2-dimethyl-1,3-dioxolan-4-yl)methoxy)-5-fluorophenyl)pyrrolidin-1-yl)pyrazolo[1,5-a]pyrimidine-3-carboxamide C1(CC1)NC(=O)C=1C=NN2C1N=C(C=C2)N2[C@H](CCC2)C2=C(C=CC(=C2)F)OCC2OC(OC2)(C)C